N[C@H]1CS(C2=C(N(C1=O)CC1=CC=C(C=C1)Cl)C=C(C=C2)C=2OC(=NN2)C2(CCC(CC2)(F)F)OC)(=O)=O (3R)-3-amino-5-[(4-chlorophenyl)methyl]-7-[5-(4,4-difluoro-1-methoxy-cyclohexyl)-1,3,4-oxadiazol-2-yl]-1,1-dioxo-2,3-dihydro-1λ6,5-benzothiazepin-4-one